(4-(3-(2-ethyl-phenyl)pyrazin-2-yl)phenyl)acetamide C(C)C1=C(C=CC=C1)C=1C(=NC=CN1)C1=CC=C(C=C1)CC(=O)N